5-[6-(2,6-Dimethyl-phenyl)-8-(5-hydroxy-pentyl)-7-oxo-5,6,7,8-tetrahydro-pyrimido[4,5-d]pyrimidin-2-ylamino]-2-(4-methyl-piperazin-1-yl)-benzoic acid CC1=C(C(=CC=C1)C)N1C(N(C2=C(C1)C=NC(=N2)NC=2C=CC(=C(C(=O)O)C2)N2CCN(CC2)C)CCCCCO)=O